ClC1=CC(=C(C=C1)C1=C(N(N=N1)C)CN1N=CC(=CC1=O)N1C[C@@H](O[C@@H](C1)C)C)F |r| 2-[[5-(4-chloro-2-fluoro-phenyl)-3-methyl-triazol-4-yl]methyl]-5-[rac-(2S,6R)-2,6-dimethylmorpholin-4-yl]pyridazin-3-one